BrC1=CC=C(C=C1)CC(COC)C1(SC=CN1)N 2-(4-bromophenyl-1-methoxypropan-2-yl)thiazol-2-amine